BrC=1C(=CC2=C(OCC(N2C2CCC2)=O)C1)OC 7-Bromo-4-cyclobutyl-6-methoxy-2H-benzo[b][1,4]oxazin-3(4H)-one